O(C1=CC=CC=C1)CC(=O)N1CC2N(C(C3=C(NC2=O)C=CC(=C3)C3=C(C(=C(C=C3)F)F)F)=O)CC1 2-(2-phenoxyacetyl)-8-(2,3,4-trifluorophenyl)-1,3,4,12a-tetrahydrobenzo[e]pyrazino[1,2-a][1,4]diazepine-6,12(2H,11H)-dione